4-(1-(4-(bromomethyl)phenyl)ethyl)morpholine BrCC1=CC=C(C=C1)C(C)N1CCOCC1